(phenyl)(naphthylphenyl)(terphenyl) C1(=CC=CC=C1)C=1C(=C(C=CC1)C=1C(=CC=CC1)C1=CC=CC=C1)C1=C(C=CC=C1)C1=CC=CC2=CC=CC=C12